NC=1C(=NC(=CN1)C1=C(C=CC(=C1)N1CCOCC1)C(F)(F)F)C(=O)NC1=NC=CC=C1N1CCC(CC1)N 3-amino-N-(3-(4-aminopiperidin-1-yl)pyridin-2-yl)-6-(5-morpholino-2-(trifluoromethyl)phenyl)pyrazine-2-carboxamide